ClC1=CC2=C(N=C(S2)C23CC(C2)(C3)NC(=O)C3=NC(=NO3)CS(=O)(=O)C)C=C1 N-[3-(6-chloro-1,3-benzothiazol-2-yl)-1-bicyclo[1.1.1]pentanyl]-3-(methylsulfonylmethyl)-1,2,4-oxadiazole-5-carboxamide